tert-Butyl 4-((2-oxo-2,3-dihydro-1H-benzo[d]imidazol-5-yl)carbamoyl)indoline-1-carboxylate O=C1NC2=C(N1)C=CC(=C2)NC(=O)C2=C1CCN(C1=CC=C2)C(=O)OC(C)(C)C